2-[2-(1,1-difluoroethyl)-4-methylpyrimidin-5-yl]sulfonyl-6-(oxan-4-ylmethyl)-2,6-diazaspiro[3.3]heptane FC(C)(F)C1=NC=C(C(=N1)C)S(=O)(=O)N1CC2(C1)CN(C2)CC2CCOCC2